ClCCCN1CC(OCC1)COCCC N-(3-chloropropyl)-2-(propoxymethyl)morpholine